C12CN(CC(CC1)N2)C=2C=C1C(=CC=NC1=CC2)N[C@H](C)C2=C(C(=CC=C2)C(F)(F)F)C 6-(3,8-diazabicyclo[3.2.1]octan-3-yl)-N-((R)-1-(2-methyl-3-(trifluoromethyl)phenyl)ethyl)quinolin-4-amine